C(C1=CC=CC=C1)OC1=NC(=CC=C1C1=NN(C2=CC(=CC=C12)C=1CCN(CC1)C(C)C1CCN(CC1)C(=O)OC(C)(C)C)C)OCC1=CC=CC=C1 tert-butyl 4-(1-(4-(3-(2,6-bis(benzyloxy)pyridin-3-yl)-1-methyl-1H-indazol-6-yl)-3,6-dihydropyridin-1(2H)-yl)ethyl)piperidine-1-carboxylate